propyl-tert-Butyl ether C(CC)OC(C)(C)C